C(C)(C)(C)OC(=O)N1C(OC[C@H]1CC#CC)(C)C (4R)-4-(but-2-yn-1-yl)-2,2-dimethyl-1,3-oxazolidine-3-carboxylic acid tert-butyl ester